ClC=1C=C2C(=CC=NC2=C(C1)F)C(C)N[S@@](=O)C(C)(C)C (S)-N-(1-(6-chloro-8-fluoroquinolin-4-yl)ethyl)-2-methylpropan-2-sulfinamide